ClC1=CC=C(C=C1)C12CC3(CC(CC(C1)C3)C2)C(C)NC=2C=C3C=C(NC3=CC2)C {1-[3-(4-Chloro-phenyl)-adamantan-1-yl]-ethyl}-(2-methyl-1H-indol-5-yl)-amine